1-{4-cyano-6-[(2,4,6-trimethylphenyl)amino]pyrimidin-2-yl}-5-amino-1H-pyrazole-4-carboxylic acid C(#N)C1=NC(=NC(=C1)NC1=C(C=C(C=C1C)C)C)N1N=CC(=C1N)C(=O)O